C1(CC1)C=1C=NC(=C(C#N)C1)N1CCNCC1 5-cyclopropyl-2-(piperazin-1-yl)nicotinonitrile